CN(\C=C(\CC)/C=1C=CC=2N(C1)C=CN2)C (3Z)-4-(dimethylamino)-3-(imidazo[1,2-a]pyridine-6-yl)-3-butene